2-(N-(2-((tert-Butoxycarbonyl)amino)benzyl)pivalamido)acetic Acid C(C)(C)(C)OC(=O)NC1=C(CN(C(C(C)(C)C)=O)CC(=O)O)C=CC=C1